C(C)C1=C2C(=NNC2=CC(=C1)C=1C=C(C=2N(C1)N=CN2)C)OC2CCN(CC2)CC(=O)N(C)C 2-(4-((4-ethyl-6-(8-methyl-[1,2,4]triazolo[1,5-a]pyridin-6-yl)-1H-indazol-3-yl)oxy)piperidin-1-yl)-N,N-dimethylacetamide